N-(1-Cyclohexylpiperidin-4-yl)-6-morpholinopyrimidin-4-amine C1(CCCCC1)N1CCC(CC1)NC1=NC=NC(=C1)N1CCOCC1